oxetan-3-yl ((perfluorophenoxy)(phenoxy)phosphoryl)-L-alaninate FC1=C(OP(=O)(OC2=CC=CC=C2)N[C@@H](C)C(=O)OC2COC2)C(=C(C(=C1F)F)F)F